(R)-2-(1-(cyclopropylmethyl)-6-(1-(3,3-dimethylureido)ethyl)-1H-pyrrolo[2,3-b]pyridin-2-yl)-7-methoxy-1-methyl-1H-benzo[d]imidazole-5-carboxylic acid C1(CC1)CN1C(=CC=2C1=NC(=CC2)[C@@H](C)NC(=O)N(C)C)C2=NC1=C(N2C)C(=CC(=C1)C(=O)O)OC